(4S*)-methyl 4-(2-chloro-4-fluorophenyl)-6-((2R,3R,4R,5S)-4-(methoxycarbonyl) cuban-1-yl)-2-(thiazol-2-yl)-1,4-dihydropyrimidine-5-carboxylate ClC1=C(C=CC(=C1)F)[C@H]1N=C(NC(=C1C(=O)OC)C12C3C4C5(C3C1C5C24)C(=O)OC)C=2SC=CN2 |o1:8|